CC=1C=C(C=CC1N1N=CC(=C1)C(NCC1=NC(=NN1)C(C(F)(F)F)(C)C)=O)CC1CCN(CC1)C(=O)OC(C)(C)C tert-butyl 4-[[3-methyl-4-[4-[[3-(2,2,2-trifluoro-1,1-dimethyl-ethyl)-1H-1,2,4-triazol-5-yl]methylcarbamoyl]pyrazol-1-yl]phenyl]methyl]piperidine-1-carboxylate